((4-isopropyl-2-methylpyridin-3-yl)amino)nicotinamide C(C)(C)C1=C(C(=NC=C1)C)NC1=C(C(=O)N)C=CC=N1